N,N-diethylaminostyrene C(C)N(CC)C=CC1=CC=CC=C1